[2-(diethoxymethyl)-1H-indol-6-yl]methylamine C(C)OC(C=1NC2=CC(=CC=C2C1)CN)OCC